(E)-1-benzyl-4-(2-tosylvinyl)-1,4-dihydro-5H-tetrazol-5-one C(C1=CC=CC=C1)N1N=NN(C1=O)\C=C\S(=O)(=O)C1=CC=C(C)C=C1